C1(=CC=CC=C1)[Te]C(=C)Cl (1-chlorovinyl) phenyl telluride